C(C1=CC=CC=C1)OC1=C(C(=C2C=CC(=CC2=C1)NC(CN1C[C@H]([C@@H](CC1)C1=CC2=C(N(C(N2CC)=O)C2C(NC(CC2)=O)=O)C=C1)O)=O)F)N1S(NC(C1)=O)(=O)=O N-[7-benzyloxy-5-fluoro-6-(1,1,4-trioxo-1,2,5-thiadiazolidin-2-yl)-2-naphthyl]-2-[(3S,4S)-4-[1-(2,6-dioxo-3-piperidyl)-3-ethyl-2-oxo-benzimidazol-5-yl]-3-hydroxy-1-piperidyl]acetamide